3,4-dihydroxy-5-ethoxy-[1,1'-biphenyl]-2-formaldehyde OC1=C(C(=CC(=C1O)OCC)C1=CC=CC=C1)C=O